CS(=O)(=O)OCC1CCN(CC1)C=1C=NC(=CC1)NC=1N=CC2=C(N1)N(C(C(=C2C)C(C)=O)=O)C2CCCC2 (1-(6-((6-acetyl-8-cyclopentyl-5-methyl-7-oxo-7,8-dihydropyrido[2,3-d]pyrimidin-2-yl)amino)pyridin-3-yl)piperidin-4-yl)methyl methanesulfonate